2-[[4-[(E)-3-[3-Methoxy-4-(3-methylbutoxy)phenyl]prop-2-enoyl]phenyl]sulfonyl-methylamino]acetic acid COC=1C=C(C=CC1OCCC(C)C)/C=C/C(=O)C1=CC=C(C=C1)S(=O)(=O)N(CC(=O)O)C